((3s,5r)-1-(7-cyano-5-fluoro-2,3-dimethyl-1H-indol-4-yl)-5-fluoropiperidin-3-yl)carbamic acid tert-butyl ester C(C)(C)(C)OC(N[C@@H]1CN(C[C@@H](C1)F)C1=C2C(=C(NC2=C(C=C1F)C#N)C)C)=O